methyl 2-((1r,4r)-4-((tert-butoxycarbonyl) (methyl) amino) cyclohexyl)-6-methoxy-2H-indazole-5-carboxylate C(C)(C)(C)OC(=O)N(C1CCC(CC1)N1N=C2C=C(C(=CC2=C1)C(=O)OC)OC)C